2-(4-nitro-phenyl)-3H-benzoimidazole-5-carboxylic acid ethyl ester C(C)OC(=O)C1=CC2=C(N=C(N2)C2=CC=C(C=C2)[N+](=O)[O-])C=C1